NCC1=CC(=C(C(=C1)F)O)F 4-(aminomethyl)-2,6-difluorophenol